NC1=C(C)C=C(C=C1S(=O)(=O)O)N 2,5-diamino-3-toluenesulfonic acid